Benzothiazole tetrafluoroborate F[B-](F)(F)F.S1C=NC2=C1C=CC=C2